CN(C(=O)C=1OC2=C(C1)C=C(C(=C2)C=2N=NC(=CN2)N([C@H]2[C@H]([C@@H]1CC[C@H](C2)N1C(=O)OC(C)(C)C)F)C)OCOC)C |r| (±)-tert-butyl (1S,2R,3R,5R)-3-((3-(2-(dimethylcarbamoyl)-5-(methoxymethoxy)benzofuran-6-yl)-1,2,4-triazin-6-yl)(methyl)amino)-2-fluoro-8-azabicyclo[3.2.1]octane-8-carboxylate